C(C)(C)(C)N1C(OC[C@H]1C(C)F)(C)C tert-butyl-(4S)-4-(1-fluoroethyl)-2,2-dimethyloxazolidine